3-(1-ethyl-4-methyl-1H-benzo[d][1,2,3]triazol-5-yl)-3-(2-(2-fluorobenzoyl)-1,2,3,4-tetrahydroisoquinolin-7-yl)propanoic acid C(C)N1N=NC2=C1C=CC(=C2C)C(CC(=O)O)C2=CC=C1CCN(CC1=C2)C(C2=C(C=CC=C2)F)=O